ClC=1C=C(C=C(C1)F)C1=C(C(=CC=C1)C[C@@H]1N(C[C@@H]([C@@H]1NS(=O)(=O)CC)F)C(=O)C1OCC1)F N-[(2S,3R,4S)-2-[(3'-chloro-2,5'-difluoro-[1,1'-biphenyl]-3-yl)methyl]-4-fluoro-1-(oxetane-2-carbonyl)pyrrolidin-3-yl]ethanesulfonamide